C(N)(=O)C=1C(=CC2=C(N(C=N2)C[C@@H]2CC[C@H](CC2)C(=O)O)C1)F trans-4-[(6-carbamoyl-5-fluoro-benzimidazol-1-yl)methyl]cyclohexanecarboxylic acid